ClC1=CC=C(O[C@H](C(=O)NOCC(N2C(CCC2)C(F)(F)F)=O)C)C=C1 (2S)-2-(4-chlorophenoxy)-N-{2-oxo-2-[2-(trifluoromethyl)pyrrolidin-1-yl]ethoxy}propanamide